BrC1=NC=C(C(=C1)OC=1C(=NC(=NC1)N)NC(C)C)C(C)C 5-((2-bromo-5-isopropylpyridin-4-yl)oxy)-N4-isopropylpyrimidine-2,4-diamine